(4-(piperidin-4-yl)phenyl)urea N1CCC(CC1)C1=CC=C(C=C1)NC(=O)N